2-((2S)-4-(7-(8-chloronaphthalen-1-yl)-2-((2-methyl-1,2,3,4-tetrahydroisoquinolin-5-yl)oxy)-7,8-dihydro-5H-pyrano[4,3-d]pyrimidin-4-yl)piperazin-2-yl)acetonitrile ClC=1C=CC=C2C=CC=C(C12)C1CC=2N=C(N=C(C2CO1)N1C[C@@H](NCC1)CC#N)OC1=C2CCN(CC2=CC=C1)C